Disodium (R)-(4-(3-(1-(3-(methylcarbamoyl)phenyl)ethyl)-4-oxo-3,4-dihydroquinazolin-7-yl)-5-(trifluoromethyl)-1H-pyrazol-1-yl)methyl phosphate P(=O)(OCN1N=CC(=C1C(F)(F)F)C1=CC=C2C(N(C=NC2=C1)[C@H](C)C1=CC(=CC=C1)C(NC)=O)=O)([O-])[O-].[Na+].[Na+]